C1(CC1)N(C(=O)C1=NC(=C(N=C1C)NCCN1CCCC1)C(C)C1=CC=C(C=C1)F)C N-cyclopropyl-6-(1-(4-fluorophenyl)ethyl)-N,3-dimethyl-5-((2-(pyrrolidin-1-yl)ethyl)amino)pyrazine-2-carboxamide